methyl (2R,4R,5R)-2-(tert-butyl)-5-cyclobutyl-3-formylthiazolidine-4-carboxylate C(C)(C)(C)[C@H]1S[C@@H]([C@H](N1C=O)C(=O)OC)C1CCC1